((2R,3R,4S,5S,6S)-3,4,5,6-tetrakis(benzyloxy)tetrahydro-2H-pyran-2-yl)methanol C(C1=CC=CC=C1)O[C@@H]1[C@H](O[C@@H]([C@H]([C@H]1OCC1=CC=CC=C1)OCC1=CC=CC=C1)OCC1=CC=CC=C1)CO